C1(CC1)CCCOC=1C=C(C=CC1OC)N1C(N([C@H](CC1)C)CC1=C(C=C(C=C1)CC(=O)N([C@@H]1CNCC1)C)OC)=O 2-(4-(((S)-3-(3-(3-cyclopropylpropoxy)-4-methoxyphenyl)-6-methyl-2-oxotetrahydropyrimidin-1(2H)-yl)methyl)-3-methoxyphenyl)-N-methyl-N-((S)-pyrrolidin-3-yl)acetamide